1-(6-cyclopropyl-2-(((3,6-dichloro-1,2,4-triazin-5-yl)(methyl)amino)methyl)imidazo[1,2-a]pyridin-8-yl)-3-methylimidazolidine-2,4-dione C1(CC1)C=1C=C(C=2N(C1)C=C(N2)CN(C)C=2N=C(N=NC2Cl)Cl)N2C(N(C(C2)=O)C)=O